8-chloro-3,3-dimethyl-6-(pyrimidin-4-ylamino)-2,3-dihydroimidazo[1,5-a]pyridine-1,5-dione ClC1=C2N(C(C(=C1)NC1=NC=NC=C1)=O)C(NC2=O)(C)C